SC(C(C)O)(C)C 3-mercapto-3-methylbutane-2-ol